C(C)(C)N(C1=C(C(=O)O)C=CC(=C1)N1CCN(CC1)C(C(F)(F)F)=O)C(C(F)(F)F)=O 2-[isopropyl-(2,2,2-trifluoroacetyl)amino]-4-[4-(2,2,2-trifluoroacetyl)piperazin-1-yl]benzoic acid